COC=1C=C(C=C(C1)OC)N(C(=O)C=1N=C(SC1)C#C)C1CN(CC1)C(C)C N-(3,5-Dimethoxyphenyl)-2-ethynyl-N-(1-isopropylpyrrolidin-3-yl)thiazole-4-carboxamide